(6-cyclopropyl-8-(4-(oxetan-3-yl)piperazin-1-yl)imidazo[1,2-a]pyridin-2-yl)methanamine C1(CC1)C=1C=C(C=2N(C1)C=C(N2)CN)N2CCN(CC2)C2COC2